COC=1C=C(CNCCCCOC2CN(C2)C2=NC3=C(C4=CN=CC=C24)C=CC(=C3)C(=O)O)C=CC1OC(F)(F)F 5-(3-(4-((3-methoxy-4-(trifluoromethoxy)benzyl)amino)butoxy)azetidin-1-yl)benzo[c][2,6]naphthyridine-8-carboxylic acid